C(C1=CC=CC=C1)OC1=CC(=NN1CC1CCCCC1)C(NC([2H])([2H])[2H])([2H])[2H] 1-[5-(Benzyloxy)-1-(cyclohexylmethyl)-1H-pyrazol-3-yl]-N-(2H3)methyl(2H2)methanamine